C(C#CCCC)(=O)[O-] hexynoate